[Cl-].CC(=C(C)C)[NH2+]CC1=CC=CC=C1 N-trimethylvinyl-benzyl-ammonium chloride